COC(=O)[C@@H]1[C@H]([C@H]([C@@H](C1)NC(=O)OC(C)(C)C)[C@H](C(CC)CC)N)O (1S,2S,3S,4R)-3-[(1S)-1-amino-2-ethylbutyl]-4-[tert-butyloxycarbonylamino]-2-hydroxy-cyclopentanecarboxylic acid methyl ester